C(C1=CC=CC=C1)NC1=CN=CC(=N1)C=1C=C2CCC(N(C2=CC1F)C)=O 6-(6-Benzylaminopyrazin-2-yl)-7-fluoro-1-methyl-3,4-dihydro-1H-chinolin-2-on